fluorosulfur (VI) F[S+5]